tert-butyl (2-(2-(2-oxoethoxy)ethoxy)ethyl)carbamate O=CCOCCOCCNC(OC(C)(C)C)=O